C1(CC1)N1C=NC2=C1C=C(C=C2)C=2C=C(C=CC2OC2=CC=C(C=C2)C(F)(F)F)S(=O)(=O)NC 3-(1-cyclopropyl-1H-benzimidazol-6-yl)-N-methyl-4-[4-(trifluoromethyl)phenoxy]benzene-1-sulfonamide